(R)-(3-((6-(2-Hydroxy-4-(trifluoromethyl)phenyl)-5-methylpyridazin-3-yl)amino)piperidin-1-yl)(3-hydroxybicyclo[1.1.1]pentan-1-yl)methanone OC1=C(C=CC(=C1)C(F)(F)F)C1=C(C=C(N=N1)N[C@H]1CN(CCC1)C(=O)C12CC(C1)(C2)O)C